FC1=C(C=CC(=C1)F)C=1C=NC=2N(N1)C=C(N2)COC2=NC=CC=C2 2-(2,4-difluorophenyl)-6-((pyridin-2-yloxy)methyl)imidazo[1,2-b][1,2,4]triazine